P(OCCCCCCCCCCCC)(OCCCCCCCCCCCC)[O-] di(n-dodecyl) phosphite